N[C@H](C(=O)NC1=CC(=C(C=C1)Cl)Cl)CCCNC(=N)N(C)C (S)-2-amino-N-(3,4-dichlorophenyl)-5-(3,3-dimethylguanidino)pentanamide